COCC([C@H](C[C@H]1C(NCC1)=O)NC(OC(C)(C)C)=O)=O tert-butyl N-[(2S)-4-methoxy-3-oxo-1-[(3S)-2-oxopyrrolidin-3-yl]butan-2-yl]carbamate